3-(1-(5-(2,6-difluorobenzamido)pyridin-2-yl)-5-(trifluoromethyl)-1H-pyrazol-3-yl)-5-methyl-4,5-dihydroisoxazole-5-carboxylic acid methyl ester COC(=O)C1(CC(=NO1)C1=NN(C(=C1)C(F)(F)F)C1=NC=C(C=C1)NC(C1=C(C=CC=C1F)F)=O)C